Ethyl (E)-3-[1-(2-tert-butoxy-2-oxo-ethyl)-6,7-dichloro-indol-2-yl]prop-2-enoate C(C)(C)(C)OC(CN1C(=CC2=CC=C(C(=C12)Cl)Cl)/C=C/C(=O)OCC)=O